N-[trans-3-methoxycyclobutyl]-N'-(5-[1-[4-(trifluoromethyl)phenyl]pyrazol-4-yl]-1H-indol-3-yl)ethanediamide CO[C@@H]1C[C@H](C1)NC(C(=O)NC1=CNC2=CC=C(C=C12)C=1C=NN(C1)C1=CC=C(C=C1)C(F)(F)F)=O